((1s,3s)-3-(4-(8-chloro-7-((2-methyl-1H-benzo[d]imidazol-6-yl)oxy)quinoxalin-2-yl)-1H-pyrazol-1-yl)cyclobutyl)azetidin-3-ol ClC=1C(=CC=C2N=CC(=NC12)C=1C=NN(C1)C1CC(C1)N1CC(C1)O)OC=1C=CC2=C(NC(=N2)C)C1